FC=1C=C2C(=CC=NC2=CC1F)N1CCN(CC1)C(=O)[C@@H]1CNCC1 (S)-(4-(6,7-difluoroquinolin-4-yl)piperazin-1-yl)(pyrrolidin-3-yl)methanone